N-(4-Butylphenyl)-N1-(3-fluorophenyl)-6-morpholin-4-yl-[1,3,5]triazine-2,4-diamine C(CCC)C1=CC=C(C=C1)NC1N(C(=NC(=N1)N)N1CCOCC1)C1=CC(=CC=C1)F